[N+](=O)([O-])C1=CC=C(C=C1)C(C(C#N)C1=CC=CC=C1)=O 3-(4-Nitrophenyl)-3-oxo-2-phenylpropanenitrile